BrC=1C(=NC(=C(C#N)C1)F)OC 5-Bromo-2-fluoro-6-methoxynicotinonitrile